tert-butyl N-[(1S)-1-cyclobutyl-2-[4-(3-methylimidazol-4-yl)anilino]-2-oxo-ethyl]carbamate C1(CCC1)[C@@H](C(=O)NC1=CC=C(C=C1)C=1N(C=NC1)C)NC(OC(C)(C)C)=O